N-Bocethylendiamine C(=O)(OC(C)(C)C)NCCN